OCNC(CCCCCCCCCCCCCCC)=O N-hydroxymethylpalmitamide